N-(5,6-Dimethyl-3-pyridyl)-2-[(2S,5R)-2-(1H-indazol-5-yl)-5-methyl-1-piperidyl]-2-oxo-acetamide CC=1C=C(C=NC1C)NC(C(=O)N1[C@@H](CC[C@H](C1)C)C=1C=C2C=NNC2=CC1)=O